C(#N)C1=C(OC=2C=C3C(N(C=NC3=CC2)C2CC3(C2)CCN(CC3)C(=O)OC(C)(C)C)=O)C(=CC=C1NS(=O)(=O)N1CCOCC1)F tert-butyl 2-[6-[2-cyano-6-fluoro-3-(morpholinosulfonylamino)phenoxy]-4-oxo-quinazolin-3-yl]-7-azaspiro[3.5]nonane-7-carboxylate